6-(1-cyanoethyl)imidazo[1,2-a]pyrimidine-2-carboxylic acid C(#N)C(C)C=1C=NC=2N(C1)C=C(N2)C(=O)O